C(C)(C)OCCN1C(N=C(C=C1)NC1=NC=C(C(=C1)NC1=C(C(=CC=C1)C1=NN(C=N1)C)OC)C(CC)=O)=O 1-(2-isopropoxyethyl)-4-((4-((2-methoxy-3-(1-methyl-1H-1,2,4-triazol-3-yl)phenyl)amino)-5-propionylpyridin-2-yl)amino)pyrimidin-2(1H)-one